(R)-N-(3-(3,5-dimethylisoxazol-4-yl)-4-(piperidin-2-ylmethoxy)phenyl)-4-methylisoxazole-5-carboxamide CC1=NOC(=C1C=1C=C(C=CC1OC[C@@H]1NCCCC1)NC(=O)C1=C(C=NO1)C)C